ClC1=CC(=C(C#N)C=C1)NC1CCCCC1 4-chloro-2-(cyclohexylamino)benzonitrile